4-[3-[2,6-Dichloro-4-(4-hydroxybutoxy)benzoyl]-2,4-dihydro-1,3-benzoxazin-8-yl]-5-fluoro-2-morpholin-4-ylbenzoic acid ClC1=C(C(=O)N2COC3=C(C2)C=CC=C3C3=CC(=C(C(=O)O)C=C3F)N3CCOCC3)C(=CC(=C1)OCCCCO)Cl